3,5-dibromo-1-methyl-1H-1,2,4-triazole BrC1=NN(C(=N1)Br)C